FC1=C(C=CC(=C1)F)N1N=CC=2C1=NC(=NC2NC=2N=CN(C2)C2=CC(=C(C(=C2)OC)OC)OC)C(=C)C 1-(2,4-difluorophenyl)-6-(prop-1-en-2-yl)-N-(1-(3,4,5-trimethoxyphenyl)-1H-imidazol-4-yl)-1H-pyrazolo[3,4-d]Pyrimidine-4-amine